ClC=1C=C(C(=NC1)OC1=CC=C(C=C1)N1N=C(N=N1)C=O)F 2-(4-((5-chloro-3-fluoropyridin-2-yl)oxy)phenyl)-1,2,3,4-tetrazole-5-carbaldehyde